CS(=O)(=O)N1CCC(CC1)NC1=NC=C(C(=N1)C1=CN=C(S1)NC1COC1)C(F)(F)F 5-[2-[(1-Methylsulfonylpiperidin-4-yl)amino]-5-(trifluoromethyl)-pyrimidin-4-yl]-N-(oxetan-3-yl)-1,3-thiazol-2-amine